disilicon cyclobutane C1CCC1.[Si].[Si]